3-(4-chlorophenyl)-2-fluoro-3-oxopropionitrile ClC1=CC=C(C=C1)C(C(C#N)F)=O